NC1=C(C=C(C=N1)NC(C(=O)N1[C@H](CC[C@@H](C1)C)C1=CC=CC=C1)=O)CC N-(6-amino-5-ethyl-3-pyridyl)-2-[(2R,5S)-5-methyl-2-phenyl-1-piperidyl]-2-oxo-acetamide